C1(CCCCC1)C=1C(C=C(\C(\C1)=N\C=1C(=C(C=CC1)S(=O)(=O)O)Cl)C)=O.FC(COCC(F)(F)F)(F)F 1,1,1-trifluoro-2-(2,2,2-trifluoroethoxy)ethane [(E)-(5-cyclohexyl-2-methyl-4-oxocyclohexa-2,5-dien-1-ylidene)amino]2-chlorobenzenesulfonate